ClC1=C(C=CC=C1)C=1N(C2=NC(=NC(=C2N1)N1CCC(CC1)(C(=O)N)C)N1C[C@@H](CC1)OC)C1=CC=C(C=C1)Cl [8-(2-chlorophenyl)-9-(4-chlorophenyl)-2-[(3R)-3-methoxypyrrolidin-1-yl]purin-6-yl]-4-methyl-piperidine-4-carboxamide